1-(4-[(2,6-difluorophenyl)carbamoyl]-2-fluoro-5-{[(2S)-1,1,1-trifluoroprop-2-yl]oxy}phenyl)-4-ethyl-N,N-dimethyl-5-oxo-4,5-dihydro-1H-1,2,4-triazole-3-carboxamide FC1=C(C(=CC=C1)F)NC(=O)C1=CC(=C(C=C1O[C@H](C(F)(F)F)C)N1N=C(N(C1=O)CC)C(=O)N(C)C)F